FC=1C=2N(C=C(C1)C=1N=C3N(C(C1)=O)N=C(S3)C3CC(NC(C3)(C)C)(C)C)C=C(N2)C 7-(8-Fluoro-2-methylimidazo[1,2-a]pyridin-6-yl)-2-(2,2,6,6-tetramethyl-4-piperidyl)-[1,3,4]thiadiazolo[3,2-a]pyrimidin-5-on